gallium copper iron indium tin [Sn].[In].[Fe].[Cu].[Ga]